(4S)-tert-butyl 5-amino-4-(4-((4-((3-((2-methoxyethoxy)methyl)-morpholino)methyl)benzyl)oxy)-1-oxoisoindolin-2-yl)-5-oxopentanoate NC([C@H](CCC(=O)OC(C)(C)C)N1C(C2=CC=CC(=C2C1)OCC1=CC=C(C=C1)CN1C(COCC1)COCCOC)=O)=O